4-(cyclobutylamino)-2-(methylsulfonyl)-pyrimidine-5-carbonitrile C1(CCC1)NC1=NC(=NC=C1C#N)S(=O)(=O)C